(±)-4-((1-(3-(difluoromethyl)-2-fluorophenyl)ethyl)amino)-N-(2,4-dimethoxybenzyl)-2-methyl-7-oxo-7,8-dihydropyrido[2,3-d]pyrimidine-6-carboxamide FC(C=1C(=C(C=CC1)[C@@H](C)NC=1C2=C(N=C(N1)C)NC(C(=C2)C(=O)NCC2=C(C=C(C=C2)OC)OC)=O)F)F |r|